C(#C)C1=C2C(=CC(=CC2=CC=C1F)O)C1=C(C=2N=C(N=C(C2C(=N1)S(=O)(=O)C)N1CCOCCC1)OC[C@]12CCCN2C[C@@H](C1)F)F 5-ethynyl-6-fluoro-4-(8-fluoro-2-(((2R,7aS)-2-fluorotetrahydro-1H-pyrrolizin-7a(5H)-yl)methoxy)-5-(methylsulfonyl)-4-(1,4-oxazepan-4-yl)pyrido[4,3-d]pyrimidin-7-yl)naphthalen-2-ol